imidazole bromine salt [Br].N1C=NC=C1